ClC=1C=C(C=C(C1F)O)C1=CC(=NO1)CN1C(=NC(=CC1=O)C1=CC=CC=C1)CC 3-((5-(3-Chloro-4-fluoro-5-hydroxyphenyl)isoxazol-3-yl)methyl)-2-ethyl-6-phenylpyrimidin-4(3H)-one